O=C1N(C=CC=C1C(=O)NC1=CC=C(C=N1)OC1=CC=NC2=CN=C(C=C12)N1CCN(CC1)C(=O)OC(C)(C)C)C1=CC=CC=C1 tert-butyl 4-[4-[[6-[(2-oxo-1-phenyl-pyridine-3-carbonyl)amino]-3-pyridyl]oxy]-1,7-naphthyridin-6-yl]piperazine-1-carboxylate